S(=O)(O)OS(=O)O.CC(=O)C acetone disulfite